N-(4-methoxybenzo[d]isoxazol-3-yl)chromane-8-sulfonamide COC1=CC=CC2=C1C(=NO2)NS(=O)(=O)C=2C=CC=C1CCCOC21